(R)-3-(3-chloro-4-fluorophenyl)-1-methyl-1-(6-oxo-1,2,4,5,6,7,9,10-octahydrodipyrano[3,4-b:4',3'-d]pyridin-1-yl)urea ClC=1C=C(C=CC1F)NC(N([C@H]1COCC=2NC(C3=C(C21)CCOC3)=O)C)=O